ClC1=C(C=C2C=C(N=CC2=C1)NC(=O)C1CC(OCC1)(C)C)C1CCN(CC1)C1(COCC1F)C N-(7-chloro-6-(1-(4-fluoro-3-methyltetrahydrofuran-3-yl)piperidin-4-yl)isoquinolin-3-yl)-2,2-dimethyltetrahydro-2H-pyran-4-carboxamide